C(#C)C1=C(C(=C(C=C1)C)F)F 1-ethynyl-2,3-difluoro-4-methyl-benzene